O1CCN(CC1)C1=CC=C(C=C1)B(O)O 4-(morpholino)phenylboronic acid